4-amino-1-(1,1-difluoro-2-hydroxyethyl)cyclohexan-1-ol hydrochloride Cl.NC1CCC(CC1)(O)C(CO)(F)F